C(C)(C)(C)C=1C=CC=2NC3=CC=CC=C3C2C1 3-tert-butyl-9H-carbazol